FC(OC=1C=2N(C=C(C1)C=1C=C(C=CC1)[C@@H](C)N(C(OC(C)(C)C)=O)CC)C=CN2)F tert-butyl (R)-(1-(3-(8-(difluoromethoxy)imidazo[1,2-a]pyridin-6-yl)phenyl)ethyl)(ethyl)carbamate